(2R,3S,4S,5R)-3-(3,4-difluoro-2-methoxyphenyl)-4,5-dimethyl-N-(7-oxo-4,5,6,7-tetrahydropyrazolo[1,5-c]pyrimidin-3-yl)-5-(trifluoromethyl)tetrahydrofuran-2-carboxamide FC=1C(=C(C=CC1F)[C@H]1[C@@H](O[C@]([C@H]1C)(C(F)(F)F)C)C(=O)NC=1C=NN2C(NCCC21)=O)OC